5-Fluoro-2-((((cis)-4-hydroxy-4-methylcyclohexyl)thio)methyl)-7-((tetrahydro-2H-pyran-4-yl)methoxy)quinazolin-4(3H)-one FC1=C2C(NC(=NC2=CC(=C1)OCC1CCOCC1)CSC1CCC(CC1)(C)O)=O